(5-((1-(4-chlorophenoxy)cyclopentyl)ethynyl)-3-hydroxy-6-methylpyridinoyl)glycine ClC1=CC=C(OC2(CCCC2)C#CC=2C=C(C(=NC2C)C(=O)NCC(=O)O)O)C=C1